O=C1NC(CCC1N1C(C2=CC=C(C=C2C1=O)N1CCN(CC1)CC1CCN(CC1)C1=CC=C(C(=O)C=2C3=C(SC2C2=CC=C(C=C2)B(O)O)C=C(C=C3)O)C=C1)=O)=O (4-(3-(4-(4-((4-(2-(2,6-dioxopiperidin-3-yl)-1,3-dioxoisoindolin-5-yl)piperazin-1-yl)methyl)piperidin-1-yl)benzoyl)-6-hydroxybenzo[b]thiophen-2-yl)phenyl)boronic acid